1,4-Naphthalenediol C1(=CC=C(C2=CC=CC=C12)O)O